3,5-difluorophenyl-2-(3-ethoxy-3-oxopropanoyl)pyrroline-1-carboxylate FC=1C=C(C=C(C1)F)OC(=O)N1C(=CCC1)C(CC(=O)OCC)=O